(±)-methyl 6-(6-bromo-3-((4-(trifluoromethyl)phenyl)thio)-1H-indole-4-carboxamido)spiro[3.3]heptane-2-carboxylate BrC=1C=C(C=2C(=CNC2C1)SC1=CC=C(C=C1)C(F)(F)F)C(=O)NC1CC2(CC(C2)C(=O)OC)C1